N[C@@H](C(C(=O)N[C@@H](CC(C)C)C(=O)O)O)CC1=CC=CC=C1 (2S,3R)-3-amino-2-hydroxy-4-phenylbutyryl-L-leucine